3-methoxy-2-((2-oxo-4-(o-tolyl)-2H-chromen-7-yl)amino)propenamide COC=C(C(=O)N)NC1=CC=C2C(=CC(OC2=C1)=O)C1=C(C=CC=C1)C